methyl 4,5,6,7-tetrahydro-1H-indazole-3-carboxylate N1N=C(C=2CCCCC12)C(=O)OC